N[C@@]1(CN(CC1)C1=C(C=NC(=C1C1=CC(=CC(=C1)F)F)OC)C(=O)NC12CC(C1)C2)C 4-[(3S)-3-amino-3-methylpyrrolidin-1-yl]-N-{bicyclo[1.1.1]pentan-1-yl}-5-(3,5-difluorophenyl)-6-methoxypyridine-3-carboxamide